2-hydroxy-4-methoxy-3-methyl-2H-pyrrol-5-one OC1NC(C(=C1C)OC)=O